C(C)N1C2=C([C@H]([C@H](C1=O)NC(C1=CC(=CC=C1)C(F)(F)F)=O)C1=CC=C(C=C1)F)C(=NN2C2COC2)C(=O)O (4R,5R)-7-ethyl-4-(4-fluorophenyl)-1-(oxetan-3-yl)-6-oxo-5-[3-(trifluoromethyl)benzamido]-4H,5H-pyrazolo[3,4-b]pyridine-3-carboxylic acid